lithium cobalt oxide silicon oxygen carbon lithium [Li].[C].[O].[Si].[Co]=O.[Li]